O.[Si](OCC)(O)(O)O ethyl silicate hydrate